ClC1=CC=C(C=C1)C(=O)N1C(=C(C2=CC(=CC=C12)OC)CC(=O)O)C 2-{1-[(4-chlorophenyl)-carbonyl]-5-methoxy-2-methyl-1H-indol-3-yl}acetic acid